ClC=1C=C(OC2=CC=CC=3C=C(OC32)C#N)C=CC1C(O)C1=CNC=3N=CN=C(C31)Cl 7-(3-Chloro-4-((4-chloro-7H-pyrrolo[2,3-d]pyrimidin-5-yl)(hydroxy)methyl)phenoxy)benzofuran-2-carbonitrile